C1(CC1)N1CCC=2C(=C(C(=NC2C1)N1CC2(CN(C2)C(C=C)=O)CC1)C)C1=CC=CC2=CC(=CC=C12)O 1-(6-(7-cyclopropyl-4-(6-hydroxy-1-naphthalenyl)-3-methyl-5,6,7,8-tetrahydro-1,7-naphthyridin-2-yl)-2,6-diazaspiro[3.4]octan-2-yl)-2-propen-1-one